ClC1=C(C=C2N=CC=NC2=C1)CNC=1C=NC=C(C1N1C[C@@H](NCC1)C)C(F)(F)F (S)-N-((7-chloroquinoxalin-6-yl)methyl)-4-(3-methylpiperazin-1-yl)-5-(trifluoromethyl)pyridin-3-amine